1-(4-fluoro-2-(2-methoxyethoxy)phenyl)-3-(6-methoxypyridin-3-yl)-7-(trifluoromethyl)-2,3-dihydroquinazolin-4(1H)-one FC1=CC(=C(C=C1)N1CN(C(C2=CC=C(C=C12)C(F)(F)F)=O)C=1C=NC(=CC1)OC)OCCOC